7-fluoro-2,3-dihydro-1-benzofuran FC1=CC=CC=2CCOC21